N-methyl-4,4'-methylenedianiline CNC1=CC=C(C=C1)CC1=CC=C(N)C=C1